3-(piperidin-3-yl)azetidine-1-carboxylic acid tert-butyl ester C(C)(C)(C)OC(=O)N1CC(C1)C1CNCCC1